4,4-difluoro-3-(5-oxo-4,5-dihydropyrazin-2-yl)piperidine-1-carboxylic acid tert-butyl ester C(C)(C)(C)OC(=O)N1CC(C(CC1)(F)F)C=1N=CC(NC1)=O